[C@@H]1(C[C@H](O)[C@@H](CO)O1)N1C(=O)NC(=S)C=C1 2'-deoxy-4-thiouridine